(S)-2-((5-Chloro-4-((3-(2,3-dihydrobenzo[b][1,4]dioxin-6-yl)-2-methylbenzyl)oxy)-2-(3-hydroxy-2-methylpropoxy)benzyl)amino)-2-methylpropane-1,3-diol ClC=1C(=CC(=C(CNC(CO)(CO)C)C1)OC[C@H](CO)C)OCC1=C(C(=CC=C1)C1=CC2=C(OCCO2)C=C1)C